NC1=C(C=C(N=N1)C1=C(C=CC=C1)O)N1CC2CCC(C1)N2C2=CC(=NC=C2)C#CCN2[C@H]1CC[C@H]1CCC2 2-[6-amino-5-[8-[2-[3-[(1S,6R)-2-azabicyclo[4.2.0]octan-2-yl]prop-1-ynyl]-4-pyridyl]-3,8-diazabicyclo[3.2.1]octan-3-yl]pyridazin-3-yl]phenol